Ethyl-3,4-di-O-benzyl-6-levulinyl-α-D-galactopyranose C(C)[C@@]1(O)[C@H](O)[C@@H](OCC2=CC=CC=C2)[C@@H](OCC2=CC=CC=C2)[C@H](O1)C(O)C(CCC(=O)C)=O